FC(S(=O)(=O)[O-])(F)F.[In+3].FC(S(=O)(=O)[O-])(F)F.FC(S(=O)(=O)[O-])(F)F indium (III) trifluoromethanesulfonate